C(N)(=O)OCCNCCCNC(OC1=C2C=CC=CC2=C(C2=C1OC(=C2)C(C)=O)O)=O 2-acetyl-4-hydroxynaphtho[2,3-b]furan-9-yl (3-((2-(carbamoyloxy)ethyl)amino)propyl)carbamate